2-{[8-(3-methoxy-1H-indazol-5-yl)-3-oxo-1H,2H,3H-benzo[e]isoindol-2-yl]methyl}prop-2-enamide COC1=NNC2=CC=C(C=C12)C=1C=CC2=C(C=3CN(C(C3C=C2)=O)CC(C(=O)N)=C)C1